NC1=C2N=CN(C2=NC=N1)[C@@H]1O[C@@H](C[C@H]1OP(=O)(OC1=CC=CC2=CC=CC=C12)N[C@H](C(=O)OCC1=CC=CC=C1)C)CO (2S)-benzyl 2-(((((2R,3R,5S)-2-(6-amino-9H-purin-9-yl)-5-(hydroxymethyl)tetrahydro-furan-3-yl)oxy)(naphthalen-1-yloxy)phosphoryl)amino)propanoate